BrC1=CC=C(N=N1)[C@@H](C)NC(OC(C)(C)C)=O tert-butyl (R)-(1-(6-bromopyridazin-3-yl)ethyl)carbamate